1,8,9,10,11,18-Octadecanehexacarboxylic acid C(CCCCCCC(C(C(C(CCCCCCCC(=O)O)C(=O)O)C(=O)O)C(=O)O)C(=O)O)C(=O)O